N1CCC(CC1)=O p-piperidone